N=1N2C(=C(C1)N1C(C(=CC=C1)NC1=NC=3N(C(=C1)NC)N=CC3C(=O)N[C@H]3[C@@H](CC3)OC)=O)CCC2 5-((1-(5,6-Dihydro-4H-pyrrolo[1,2-b]pyrazol-3-yl)-2-oxo-1,2-dihydropyridin-3-yl)amino)-N-((1R,2R)-2-methoxycyclobutyl)-7-(methylamino)pyrazolo[1,5-a]pyrimidine-3-carboxamide